4-(2,4,5-trimethoxyphenyl)-4-oxobutyric acid COC1=C(C=C(C(=C1)OC)OC)C(CCC(=O)O)=O